indolyl-hexylquinoline N1C(=CC2=CC=CC=C12)C=1C(=NC2=CC=CC=C2C1)CCCCCC